ClC=1C(=NC(=NC1)NC1CCOCC1)C1=CC=C2CN(C(C2=C1)=O)CC(=O)N(C(C)(C)C1=CC=CC=C1)C 2-(6-{5-chloro-2-[(oxan-4-yl)amino]pyrimidin-4-yl}-1-oxo-2,3-dihydro-1H-isoindol-2-yl)-N-methyl-N-(2-phenylpropan-2-yl)acetamide